C(C(=C)C)(=O)O.O water methacrylate